N1(N=CC=C1)C1=CC=C(OC2=C(N=NN2)C(=O)OCC)C=C1 ethyl 5-(4-(1H-pyrazol-1-yl)phenoxy)-1H-1,2,3-triazole-4-carboxylate